3-(5-((3-azabicyclo[3.2.0]heptan-6-yl)thio)-1-oxoisoindolin-2-yl)piperidine-2,6-dione C12CNCC2C(C1)SC=1C=C2CN(C(C2=CC1)=O)C1C(NC(CC1)=O)=O